CC(C)(CCSC1=CC(=CC=C1)[N+](=O)[O-])O 2-methyl-4-((3-nitrophenyl)thio)butan-2-ol